Cl.BrC1=CC=C(C=C1)NC(=NC1=NC(=CC(=N1)C1=CC=C(C=C1)OC)C1=CC(=CC=C1)[N+](=O)[O-])N 1-(4-bromophenyl)-2-(4-(4-methoxyphenyl)-6-(3-nitrophenyl)pyrimidin-2-yl)guanidine hydrochloride